3-(4-hydroxy-1-oxoisoindolin-2-yl)-3-methylpiperidine-2,6-dione OC1=C2CN(C(C2=CC=C1)=O)C1(C(NC(CC1)=O)=O)C